1H-cyclopenta[1,2-a]phenanthren-7-ol C1C=CC2=C1C=CC=1C=3C=CC(=CC3C=CC21)O